rac-N-[(3S,4R)-4-({[(1s,4S)-4-ethylcyclohexyl]oxy}methyl)-6-oxo-1,3,4,6-tetrahydro-2H-quinolizin-3-yl]methanesulfonamide C(C)C1CCC(CC1)OC[C@H]1[C@H](CCC2=CC=CC(N12)=O)NS(=O)(=O)C |r|